C(C)C=1N=C2N(C=C(C=C2)[N+](=O)[O-])C1NC=O N-(2-Ethyl-6-nitro-imidazo[1,2-a]pyridin-3-yl)-formamide